5-(4-aminopiperidin-1-yl)-2-(2,6-dioxopiperidin-3-yl)-6-fluoroisoindoline-1,3-dione NC1CCN(CC1)C=1C=C2C(N(C(C2=CC1F)=O)C1C(NC(CC1)=O)=O)=O